4,4-bis(octyloxy)butyl(3-(diethylamino)propyl)pentadecane-1,3-diyl dicarbonate C1(=O)OCCC(CCCCCCCCCCCC(CCCN(CC)CC)CCCC(OCCCCCCCC)OCCCCCCCC)OC(O1)=O